4-((((2-carboxyethyl)thio)thiocarbonyl)thio)-4-cyanovaleric acid C(=O)(O)CCSC(=S)SC(CCC(=O)O)(C)C#N